C(C=C)(=O)N1CCN(CC1)C=1C(=NC=CN1)C(=O)NC1CC(C1)(F)F 3-(4-propenoylpiperazin-1-yl)-N-(3,3-difluorocyclobutyl)pyrazine-2-carboxamide